1-methoxymethyl-2-(4-hydroxymethylimidazol-1-yl)benzimidazole COCN1C(=NC2=C1C=CC=C2)N2C=NC(=C2)CO